N-[(1S)-1-[5-(7-methoxy-2-methylquinolin-6-yl)-1H-imidazol-2-yl]-7-(1,3-oxazol-2-yl)-7-oxoheptyl]-2-(3-oxomorpholin-4-yl)acetamide COC1=C(C=C2C=CC(=NC2=C1)C)C1=CN=C(N1)[C@H](CCCCCC(=O)C=1OC=CN1)NC(CN1C(COCC1)=O)=O